(3S)-N-cyclobutyl-3-{[1-cyclopentyl-5-(4-ethoxy-2,6-difluorophenyl)-1H-pyrazol-3-yl]formamido}-5-(piperidin-1-yl)pentanamide C1(CCC1)NC(C[C@H](CCN1CCCCC1)NC(=O)C1=NN(C(=C1)C1=C(C=C(C=C1F)OCC)F)C1CCCC1)=O